OC1=C(N=C(C2=CC(=CC=C12)OC1=CC=CC=C1)C)C(=O)NCC(=O)O [(4-HYDROXY-1-METHYL-7-PHENOXY-ISOQUINOLINE-3-CARBONYL)-AMINO]-ACETIC ACID